OC(C)C=1C=C(C=C2C(C=C(OC12)N1CCCCC1)=O)C 8-(1-hydroxyethyl)-6-methyl-2-(1-piperidinyl)chromen-4-one